6-Methoxy-7-(3-morpholin-4-yl-propoxy)-4-(4-phenoxy-phenylamino)-quinoline-3-carbonitrile COC=1C=C2C(=C(C=NC2=CC1OCCCN1CCOCC1)C#N)NC1=CC=C(C=C1)OC1=CC=CC=C1